3-chloro-2-((2-chlorobenzyl)oxy)-5,8-dihydro-1,7-naphthyridine-7(6H)-carboxylic acid tert-butyl ester C(C)(C)(C)OC(=O)N1CCC=2C=C(C(=NC2C1)OCC1=C(C=CC=C1)Cl)Cl